5-(difluoromethyl)pyridine-2-carboxamide FC(C=1C=CC(=NC1)C(=O)N)F